(S)-2-(((R)-2-amino-2-oxo-1-phenylethyl)amino)-3-methyl-3-(methyl-d3)butanamide NC([C@@H](C1=CC=CC=C1)N[C@H](C(=O)N)C(C)(C([2H])([2H])[2H])C)=O